[1-(4-bromo-2-pyridyl)-4-piperidyl]methanol BrC1=CC(=NC=C1)N1CCC(CC1)CO